tri-ethylene glycol-bis[3-(3-tert-butyl-5-methyl-4-hydroxyphenyl) propionate] C(C)(C)(C)C=1C=C(C=C(C1O)C)CCC(=O)OCCOCCOCCOC(CCC1=CC(=C(C(=C1)C)O)C(C)(C)C)=O